t-Butyl (2-(1-methyl-1H-indol-3-yl)ethyl)carbamate CN1C=C(C2=CC=CC=C12)CCNC(OC(C)(C)C)=O